3-[4-[4-(4-Hydroxyphenyl)piperazine-1-carbonyl]-2-pyridyl]benzoic acid OC1=CC=C(C=C1)N1CCN(CC1)C(=O)C1=CC(=NC=C1)C=1C=C(C(=O)O)C=CC1